F[C@@H]1[C@@H](C1)NC1=NC(N(C2=CC(=CC=C12)C(F)(F)F)C1=C(C=CC=C1)C)=O 4-(((1R,2S)-2-fluorocyclopropyl)amino)-1-(o-tolyl)-7-(trifluoromethyl)quinazolin-2(1H)-one